S1N=CC2=C1C=C(C=C2)C(=O)N benzo[d]isothiazole-6-carboxamide